C(CCC(=O)O)(=O)O.OC(C(=O)O)CCCCCCCCCCCCCCCC Hydroxystearic Acid Succinate